FC1=C(CNC(OC(C)(C)C)=O)C=C(C=C1)C=1C=NN(C1)C1=CC=C(C=C1)F tert-Butyl 2-fluoro-5-(1-(4-fluorophenyl)-1H-pyrazol-4-yl)benzylcarbamate